1,3-bis(4-aminophenylmethyl)benzene NC1=CC=C(C=C1)CC1=CC(=CC=C1)CC1=CC=C(C=C1)N